4-chloro-1,1':3',1''-terphenyl-2'',3'',4'',5'',6''-d5 ClC1=CC=C(C=C1)C1=CC(=CC=C1)C1=C(C(=C(C(=C1[2H])[2H])[2H])[2H])[2H]